C1=CC=CC=2C3=CC=CC=C3N(C12)C=1C=CC=2N(C3=CC=C(C=C3C2C1)N1C2=CC=CC=C2C=2C=CC=CC12)C1=CC=C(C=C1)C1=NC=CC(=C1C1=CC=CC=C1)C1=CC=C(C#N)C=C1 4-(2-(4-(9'H-[9,3':6',9''-tercarbazol]-9'-yl)phenyl)-3-phenylpyridin-4-yl)benzonitrile